BrC=1C=C(C=NC1)C(C)(C)O 2-(5-bromo-3-pyridinyl)propan-2-ol